OCCCN1N=NC(=C1)CN(CC=1N=NN(C1)CCCO)CC=1N=NN(C1)CCCO 3-[4-[[bis[[1-(3-hydroxypropyl)triazol-4-yl]methyl]amino]methyl]triazol-1-yl]propan-1-ol